5-(5-Methoxy-3,4'-bipyridin-2'-yl)-N-phenyl-1H-1,2,4-triazol-3-amin COC=1C=C(C=NC1)C1=CC(=NC=C1)C1=NC(=NN1)NC1=CC=CC=C1